(3R,6S)-5-(4-chloro-5-methylpyridin-2-yl)-7-(difluoromethoxy)-2-(methyl-d3)-4-nitro-3,6-dihydro-3,6-methanobenzo[c]azocin ClC1=CC(=NC=C1C)C=1[C@H]2C3=C(CN([C@@H](C1[N+](=O)[O-])C2)C([2H])([2H])[2H])C=CC=C3OC(F)F